ClC1=CC(=C(NC)C=C1)C 4-chloro-N,2-dimethyl-aniline